9-(1-bromo-2-methylpropan-1-en-1-yl)-2,7-di-tert-butyl-9H-fluorene BrC(=C(C)C)C1C2=CC(=CC=C2C=2C=CC(=CC12)C(C)(C)C)C(C)(C)C